BrC1=CC=C2CN(C(C2=C1[N+](=O)[O-])=O)C1C(NC(CC1)=O)=O 3-(6-bromo-7-nitro-1-oxo-isoindolin-2-yl)piperidine-2,6-dione